6-tertiary butyl-2-cresol C(C)(C)(C)C=1C=CC=C(C1O)C